(3R)-1-((1r,4R)-4-((6-(2,6-dioxopiperidin-3-yl)pyridin-2-yl)amino)cyclohexane-1-carbonyl)pyrrolidine-3-carboxylic acid O=C1NC(CCC1C1=CC=CC(=N1)NC1CCC(CC1)C(=O)N1C[C@@H](CC1)C(=O)O)=O